FC=1C=C(C=CC1C(N([C@H]1CNCCC1)C1=NC=CC2=CC=CC(=C12)C)=O)N1N=NC=2C1=NC(=CC2)C(=O)NC (R)-3-(3-fluoro-4-((8-methylisoquinolin-1-yl)(piperidin-3-yl)carbamoyl)phenyl)-N-methyl-3H-[1,2,3]triazolo[4,5-b]pyridine-5-carboxamide